ClC=1C(=C(C=C(C1OC)F)C=1C(CC(NN1)=O)C)F 6-(3-chloro-2,5-difluoro-4-methoxyphenyl)-5-methyl-4,5-dihydro-2H-pyridazin-3-one